6-azaspiro[3.4]octane C1CCC12CNCC2